1-(2-(pyridin-4-yl)pyrido[3,4-d]pyrimidin-4-yl)ethane-1,2-diamine N1=CC=C(C=C1)C=1N=C(C2=C(N1)C=NC=C2)C(CN)N